[Pd].[Ru].COC=1C=C(N)C=C(C1)OCC1CCOCC1 3-methoxy-5-((tetrahydro-2H-pyran-4-yl)methoxy)aniline ruthenium palladium salt